tert-butyl 9-[5-(3-cyanobenzothiophen-2-yl)-1-methyl-pyrazol-4-yl]-6-oxo-1,2,4,5-tetrahydrobenzo[c][1,7]naphthyridine-3-carboxylate C(#N)C1=C(SC2=C1C=CC=C2)C2=C(C=NN2C)C2=CC1=C(C(NC=3CN(CCC13)C(=O)OC(C)(C)C)=O)C=C2